S1C(=CC=C1[2H])C1CNCCO1 2-(thien-2-yl-5-d)morpholine